[Si](C)(C)(C(C)(C)C)OC=1C=C(C=CC1)C(C=CN(C)C)=O 1-(3-((tert-Butyldimethylsilyl)oxy)phenyl)-3-(dimethylamino)prop-2-en-1-one